4-[[2-methyl-1-(2-trimethylsilylethoxymethyl)imidazol-4-yl]sulfonimidoyl]benzoic Acid CC=1N(C=C(N1)S(=O)(=N)C1=CC=C(C(=O)O)C=C1)COCC[Si](C)(C)C